BrC1=C(N=C(O1)NC(C1=C(C=CC=C1OC)OC)=O)C1=CC=C(C=C1)C(F)(F)F N-(5-bromo-4-(4-(trifluoromethyl)phenyl)oxazol-2-yl)-2,6-dimethoxybenzamide